4-iodopentylbutylmethyl ether IC(CCCC(CCCC)OC(CCCC(C)I)CCCC)C